2-(2,6-dimethoxyphenyl)-1-methylpyrrolidin COC1=C(C(=CC=C1)OC)C1N(CCC1)C